FC(C(=O)O)(F)F.N1CC(C1)CC1=NC(=NO1)C1=CC=C(C=C1)OCC1=CC=C(C=C1)Br 5-(azetidin-3-ylmethyl)-3-(4-((4-bromobenzyl)oxy)phenyl)-1,2,4-oxadiazole trifluoroacetate salt